ClC=1C2=CN(N=C2C(=C(C1)C1=CC=C(C=C1)OCCN(C)C)Cl)C(C(=O)NC=1SC=CN1)C1=C2N(C=N1)C[C@@H](C2)F |r| 2-[4,7-Dichloro-6-[4-[2-(dimethylamino)ethoxy]phenyl]indazol-2-yl]-2-[rac-(6R)-6-fluoro-6,7-dihydro-5H-pyrrolo[1,2-c]imidazol-1-yl]-N-(1,3-thiazol-2-yl)acetamide